[Si](C1=CC=CC=C1)(C1=CC=CC=C1)(C(C)(C)C)O[C@@H]1C[C@@H](N(C1)C(=O)OC(C)(C)C)CO (2R,4R)-tert-butyl 4-((tert-butyldiphenylsilyl)oxy)-2-(hydroxymethyl)pyrrolidine-1-carboxylate